8-amino-5-cyclopropyl-6-fluoro-3,4-dihydronaphthalen-1(2H)-one NC=1C=C(C(=C2CCCC(C12)=O)C1CC1)F